BrC=1C(=NOC1C1CC1)C1=C(C=NC=C1Cl)Cl 4-bromo-5-cyclopropyl-3-(3,5-dichloropyridin-4-yl)isoxazole